CC1(C2=CC=CC=C2C=2N(C=3C4=C(C=CC3C21)C2=C(S4)C=CC=C2)C2=NC4=CC=CC=C4C(=N2)C2=CC=CC=C2)C 7,7-dimethyl-12-(4-phenylquinazolin-2-yl)-7,12-dihydrobenzo[4,5]thieno[3,2-g]indeno[1,2-b]indole